CN(CCCCNC(=O)C1=CC(=NC(=C1)C(=O)OC)C(=O)OC)C dimethyl 4-[4-(dimethylamino)butylcarbamoyl]pyridine-2,6-dicarboxylate